1,4-bis(p-toluylamino)anthraquinone tert-butyl-(1R,5S)-3-(2-hydroxyethoxy)-8-azabicyclo[3.2.1]octane-8-carboxylate C(C)(C)(C)OC(=O)N1[C@H]2CC(C[C@@H]1CC2)OCCO.C2(=CC=C(C=C2)NC2=CC=C(C=1C(C3=CC=CC=C3C(C21)=O)=O)NC2=CC=C(C=C2)C)C